3,3'-[(9,10-dihydro-9,10-dioxo-1,4-anthrylene)diimino]bis[N-cyclohexyl-2,4,6-trimethylbenzenesulphonamide] CC1=CC(=C(C(=C1NC2=C3C(=C(C=C2)NC4=C(C(=C(C=C4C)C)S(=O)(=O)NC5CCCCC5)C)C(=O)C6=CC=CC=C6C3=O)C)S(=O)(=O)NC7CCCCC7)C